O-(2-chlorophenyl)-N-methyl-N-(pent-4-enoyl)-L-serine ClC1=C(C=CC=C1)OC[C@H](N(C(CCC=C)=O)C)C(=O)O